tetradecyl ((((2R,3S,5R)-5-(6-amino fluoro-9H-purin-9-yl)-2-ethynyl-3-hydroxytetrahydrofuranyl)methoxy)(phenoxy)phosphoryl)-L-phenylalaninate NC1=C2N=CN(C2=NC(=N1)F)[C@H]1C[C@@H]([C@@](O1)(C#C)COP(=O)(OC1=CC=CC=C1)N[C@@H](CC1=CC=CC=C1)C(=O)OCCCCCCCCCCCCCC)O